4-(4-(4-(4-(4-(4-chlorophenoxy)phenyl)-5-ethylthiazol-2-yl)piperidin-1-yl)butyl)-1H-indole-5-carbonitrile ClC1=CC=C(OC2=CC=C(C=C2)C=2N=C(SC2CC)C2CCN(CC2)CCCCC2=C3C=CNC3=CC=C2C#N)C=C1